COC1=CC=C(C=C1)C1=NC2=CC=CC=C2C(=C1)NCCCNCCC1NCCCC1 N1-(2-(4-methoxyphenyl)quinolin-4-yl)-N3-(2-(piperidin-2-yl)ethyl)propane-1,3-diamine